C(=O)(O)C1=CC=C(C=C1)C (4'-carboxyphenyl)methane